ClC1=NC=C(C(=C1)C1=C(C=NC(=C1)C)C(=O)NC=1SC2=C(N1)CN(C2)C(=O)C2=CC(=NN2C)C)OC 2'-chloro-N-(5-(1,3-dimethyl-1H-pyrazole-5-carbonyl)-5,6-dihydro-4H-pyrrolo[3,4-d]thiazol-2-yl)-5'-methoxy-6-methyl-[4,4'-bipyridine]-3-carboxamide